CN1[C@@H]([C@H](CC1=O)C(=O)NCCCCCCNS(=O)(=O)C1CCN(CC1)C(=O)OC(C)(C)C)C=1C=NC=CC1 tert-Butyl 4-(N-(6-((2S,3S)-1-methyl-5-oxo-2-(pyridin-3-yl)pyrrolidine-3-carboxamido) hexyl)sulfamoyl)piperidine-1-carboxylate